C(C1=CC=CC=C1)(=O)SC1=C(C(=O)O)C=CC=C1 2-(benzoylthio)benzoic acid